C(CCCCCCC(=O)O)(=O)O.CC=CCNC(=O)NC1=CC=C2C(=N1)C(=CN2)C2CCN(CC2)CCCC N-(2-buten-4-yl)-N'-(3-(1-butylpiperidin-4-yl)pyrrolo-[3,2-b]pyridin-5-yl)urea suberate